1-[2-(2,2-difluoroethoxy)-4-fluorophenyl]-2-oxo-N-[6-(2,2,2-trifluoroethoxy)pyridin-3-yl]-1,2-dihydropyridine-3-carboxamide FC(COC1=C(C=CC(=C1)F)N1C(C(=CC=C1)C(=O)NC=1C=NC(=CC1)OCC(F)(F)F)=O)F